(S)-N-(2-methyl-5-(2-(2-methylpyrrolidin-1-yl)acetamido)pyridin-3-yl)-2-(1-(tetrahydro-2H-pyran-4-yl)-1H-pyrazol-4-yl)-1H-pyrrolo[2,3-b]pyridine-5-carboxamide CC1=NC=C(C=C1NC(=O)C=1C=C2C(=NC1)NC(=C2)C=2C=NN(C2)C2CCOCC2)NC(CN2[C@H](CCC2)C)=O